3-(6-(((4-((4,4-difluoropiperidin-1-yl)methyl)phenyl)(methyl)amino)methyl)-2-oxobenzo[cd]indol-1(2H)-yl)piperidine-2,6-dione FC1(CCN(CC1)CC1=CC=C(C=C1)N(C)CC=1C=2C3=C(C(N(C3=CC1)C1C(NC(CC1)=O)=O)=O)C=CC2)F